sodium bis(trifluoromethanesulfonyl)imide [N-](S(=O)(=O)C(F)(F)F)S(=O)(=O)C(F)(F)F.[Na+]